NC1(CCN(CC1)C=1C=2N(C(=C(N1)C)S(=O)(=O)C1=C(C(=NC=C1)N)Cl)C=NN2)C 4-[[8-(4-amino-4-methyl-1-piperidinyl)-6-methyl-[1,2,4]triazolo[4,3-a]pyrazin-5-yl]sulfonyl]-3-chloro-pyridin-2-amine